ClC1=C(C=CC(=C1)Cl)C(C(=O)OCC)(F)F ethyl 2-(2,4-dichlorophenyl)-2,2-difluoroacetate